CC(C)C1=NNC2=NC=CC=C21 3-(propan-2-yl)-1H-pyrazolo[3,4-b]pyridin